FC(C=1C=C(C=C(C1)C(F)(F)F)NC1=NSC2=C1C=CC=C2)(F)F N-(3,5-bistrifluoromethylphenyl)benzo[d]isothiazol-3-amine